(R)-(4-(4-fluoropyrazolo[1,5-a]pyridin-2-yl)-6,7-dihydro-1H-imidazo[4,5-c]pyridin-5(4H)-yl)(6-(methoxymethyl)pyrazolo[1,5-a]pyridin-3-yl)methanone FC=1C=2N(C=CC1)N=C(C2)[C@@H]2N(CCC1=C2N=CN1)C(=O)C=1C=NN2C1C=CC(=C2)COC